5-iodo-1-methyl-4-(trifluoromethyl)-1H-pyrazole IC1=C(C=NN1C)C(F)(F)F